FC1=C(C=C(C(=N1)C1=CC=2N(C=C1)C=CN2)C=2C=NN(C2)CC2(CCCC2)F)C 7-(6-fluoro-3-(1-((1-fluorocyclopentyl)methyl)-1H-pyrazol-4-yl)-5-methylpyridin-2-yl)imidazo[1,2-a]pyridine